triacontyl-dimethyl-carboxylic acid C(CCCCCCCCCCCCCCCCCCCCCCCCCCCCC)CC(=O)OC